ClC1=CC=2N(N=C1)C(=C(N2)C(=O)N(C)OC)C2=CC(=CC(=C2)Cl)Cl 7-chloro-3-(3,5-dichlorophenyl)-N-methoxy-N-methylimidazo[1,2-b]pyridazine-2-carboxamide